ClC1C2C3C4C=CC(C3C(C1)C2)C4 8-chlorotetracyclo[4.4.0.12,5.17,10]dodec-3-ene